tri-n-butyl orthovalerate C(CCCC)(OCCCC)(OCCCC)OCCCC